Methyl (1R*,2S*)-2-((2-(((R)-6-((4,4-difluorocyclohexyl)amino)hexan-2-yl)oxy)-4-methylphenyl)thio)cyclopentane-1-carboxylate FC1(CCC(CC1)NCCCC[C@@H](C)OC1=C(C=CC(=C1)C)S[C@@H]1[C@H](CCC1)C(=O)OC)F |o1:23,24|